FC(C(=O)O)(F)F.C1(NC(C2=CC=CC=C12)=O)=O isoindoline-1,3-dione trifluoroacetate